C(C)OC1=C(C=CC(=C1)C1=NN=CN1C)NC=1N=CC2=C(N1)C(=NC(=C2)C)NC2CCN(CC2)C N2-(2-ethoxy-4-(4-methyl-4H-1,2,4-triazol-3-yl)phenyl)-6-methyl-N8-(1-methylpiperidin-4-yl)pyrido[3,4-d]pyrimidine-2,8-diamine